N[C@@H](CCCCN)C(=O)N[C@@H](CCCCN)C(=O)N[C@@H](CCCCN)C(=O)N[C@@H](CCCNC(N)=N)C(=O)N[C@@H](CCC(N)=O)C(=O)O L-lysyl-L-lysyl-L-lysyl-L-arginyl-L-glutamine